FC(OC1=CC=C(C=N1)C=1C=CC(N(N1)CC=1C=NC=CC1)=O)F 6-(6-(difluoromethoxy)pyridin-3-yl)-2-(pyridin-3-ylmethyl)pyridazin-3(2H)-one